5-((6-methoxypyridin-3-yl)methoxy)-N-methyl-7-(trifluoromethyl)thieno[3,2-b]pyridine-3-carboxamide trifluoroacetate FC(C(=O)O)(F)F.COC1=CC=C(C=N1)COC1=CC(=C2C(=N1)C(=CS2)C(=O)NC)C(F)(F)F